(E)-6-(4-methoxyphenyl)-N'-(3,4,5-trimethoxybenzylidene)pyrazine-2-carbohydrazide COC1=CC=C(C=C1)C1=CN=CC(=N1)C(=O)N/N=C/C1=CC(=C(C(=C1)OC)OC)OC